6-chloro-1-iodo-4-isopropyl-2,7-naphthyridine ClC=1C=C2C(=CN=C(C2=CN1)I)C(C)C